FC1=CC=C(C=C1)N1N=CC(=N1)C(=O)NC[C@]1(NC(NC1=O)=O)C |r| rac-2-(4-fluorophenyl)-N-[(4-methyl-2,5-dioxoimidazolidin-4-yl)methyl]-2H-1,2,3-triazole-4-carboxamide